FC1=C(C=CC(=C1)[N+](=O)[O-])C(C(=O)OC)(C(=O)OC)C dimethyl 2-(2-fluoro-4-nitrophenyl)-2-methylmalonate